N-(3-(4-amino-7-(trans-3-formylcyclobutyl)-7H-pyrrolo[2,3-d]pyrimidin-5-yl)benzyl)methanesulfonamide NC=1C2=C(N=CN1)N(C=C2C=2C=C(CNS(=O)(=O)C)C=CC2)[C@@H]2C[C@H](C2)C=O